[1,3-bis(2,6-diisopropylphenyl)imidazolylidene](3-chloropyridyl)palladium dichloride C(C)(C)C1=C(C(=CC=C1)C(C)C)N1C(N(C=C1)C1=C(C=CC=C1C(C)C)C(C)C)=[Pd](C1=NC=CC=C1Cl)(Cl)Cl